BrC=1C(=NC(=NC1)Cl)NC1=C(C=C(C=C1)OC)N(S(=O)(=O)C)C1CC1 N-(2-((5-bromo-2-chloropyrimidin-4-yl)amino)-5-methoxyphenyl)-N-cyclopropylmethanesulfonamide